methyl 3-(5-(3-fluoro-5-(7-fluoroimidazo[1,2-a]pyridine-3-carboxamido)-4-methylphenyl)-1,2,4-oxadiazol-3-yl)azetidine-1-carboxylate FC=1C=C(C=C(C1C)NC(=O)C1=CN=C2N1C=CC(=C2)F)C2=NC(=NO2)C2CN(C2)C(=O)OC